NCCOP(=O)(O)OC1(CC1)C(=O)[O-] ((2-aminoethoxy (hydroxy) phosphoryl) oxy)-cyclopropane-1-carboxylate